C(C=C)(=O)N1CCN(CC1)C(CN1C2=C(N=C(C1=O)NC1=CC(=C(C(=C1)OC)OC)OC)C=CC(=N2)NC2=CC=CC=C2)=O (l)-4-(2-(4-acryloylpiperazin-1-yl)-2-oxoethyl)-6-anilino-2-(3,4,5-trimethoxyanilino)pyrido[2,3-b]pyrazin-3(4H)-one